C[C@@H]1O[C@@H](CN(C1)C1=CC=CC(=N1)C=1N=C(SC1)NC(=O)[C@H]1N(CC1)C(=O)C=1C=CC2=C(S(CCOC2)(=O)=O)C1)C (S)-N-(4-(6-((2S,6R)-2,6-dimethylmorpholino)pyridin-2-yl)thiazol-2-yl)-1-(1,1-dioxido-2,3-dihydro-5H-benzo[e][1,4]oxathiepine-8-carbonyl)azetidine-2-carboxamide